2-trifluoromethyl-3-iodo-5-methoxy-1-[[2-(trimethylsilyl)ethoxy]methyl]-1H-indole FC(C=1N(C2=CC=C(C=C2C1I)OC)COCC[Si](C)(C)C)(F)F